COC1=NC=CC=C1C1=NC=C(C=C1)S(=O)(=O)NC=1C=CC=C2C=NN(C12)C 2'-METHOXY-N-(1-METHYL-1H-INDAZOL-7-YL)-[2,3'-BIPYRIDINE]-5-SULFONAMIDE